N-methyl-2-(pyridin-4-yl)-N-[(2S)-1,1,1-trifluoropropan-2-yl]Pyrido[3,4-d]Pyrimidin-4-amine CN(C=1C2=C(N=C(N1)C1=CC=NC=C1)C=NC=C2)[C@H](C(F)(F)F)C